5-bromo-1-methyl-2-(methylthio)-1H-imidazo[4,5-b]pyrazine BrC=1N=C2C(=NC1)N(C(=N2)SC)C